COC=1C=C2C(N(C=NC2=CC1)C1=CC=C(C=C1)OC)=O 6-methoxy-3-(4-methoxyphenyl)-4(3H)quinazolinone